2-isopropyl-4-methyl-6-hydroxypyrimidine C(C)(C)C1=NC(=CC(=N1)C)O